C1(=CC=CC=C1)C(C#N)C Phenyl-propanenitrile